6-(dimethylamino)-2-(methylamino)-6-oxohexanoic acid CN(C(CCCC(C(=O)O)NC)=O)C